N1N=CC2=CC=C(C=C12)CN1CCC(CC1)(O)C=1C(=C2CN(C(C2=CC1F)=O)C1C(NC(CC1)=O)=O)F 3-(5-(1-((1H-indazol-6-yl)methyl)-4-hydroxypiperidin-4-yl)-4,6-difluoro-1-oxoisoindolin-2-yl)piperidine-2,6-dione